(2R,4S)-4-fluoro-2-(5-fluoro-2-hydroxyphenyl)pyrrolidine-1-carboxylic acid tert-butyl ester C(C)(C)(C)OC(=O)N1[C@H](C[C@@H](C1)F)C1=C(C=CC(=C1)F)O